3-[difluoro(methoxy)methyl]-6-[6-[(1R)-2,2-difluoro-1-methyl-propoxy]-3-pyridyl]-[1,2,4]Triazolo[4,3-a]Pyrazine FC(C1=NN=C2N1C=C(N=C2)C=2C=NC(=CC2)O[C@@H](C(C)(F)F)C)(OC)F